C1=C(C=CC=2SC3=C(C21)C=CC=C3)CC(C(=O)N3CCC(CC3)C(=O)O)CS 1-(3-(dibenzo[b,d]thiophen-2-yl)-2-(mercaptomethyl)propionyl)piperidine-4-carboxylic acid